ClC=1C=C(N(C1N1N=CC=N1)C)C1=NN(C(=C1C(=O)N)C(F)(F)F)C1=C2C=CN=C(C2=CC=C1)OC (4-chloro-1-methyl-5-(2H-1,2,3-triazol-2-yl)-1H-pyrrol-2-yl)-1-(1-methoxyisoquinolin-5-yl)-5-(trifluoromethyl)-1H-pyrazole-4-carboxamide